(3Z,6Z,9Z)-nonadeca-1,3,6,9-tetraene C=C\C=C/C\C=C/C\C=C/CCCCCCCCC